5-amino-8-(2-chloro-6-methyl-4-pyridinyl)-7-(4-fluorophenyl)-2-methyl-[1,2,4]triazolo[4,3-c]pyrimidin-3-one NC1=NC(=C(C=2N1C(N(N2)C)=O)C2=CC(=NC(=C2)C)Cl)C2=CC=C(C=C2)F